2-bromo-4-fluoro-3-(trifluoromethyl)aniline BrC1=C(N)C=CC(=C1C(F)(F)F)F